C(C)OC(CN1N=NC(=C1)CCCC)=O 4-butyl-1H-1,2,3-triazole-1-acetic acid ethyl ester